1-(4-chloro-2-fluorophenyl)-3-((2S,4R)-2-(2-methylpyridin-4-yl)tetrahydro-2H-pyran-4-yl)-8,9-dihydropyrido[3,4-d]pyrrolo[1,2-a]pyrimidin-5(7H)-one ClC1=CC(=C(C=C1)C1=NC(=CC2=C1N=C1N(C2=O)CCC1)[C@H]1C[C@H](OCC1)C1=CC(=NC=C1)C)F